ClC1=C(C(=CC=C1)F)NC(=O)C=1C=C(C(=NC1O[C@H](C(F)(F)F)C)C=1C=NC(=CC1)C)F (S)-N-(2-chloro-6-fluorophenyl)-3-fluoro-6'-methyl-6-((1,1,1-trifluoropropan-2-yl)oxy)-[2,3'-bipyridine]-5-carboxamide